(3R,4S)-4-(3-hydroxy-4-methyl-2-oxopyrrolidin-1-yl)piperidine-1-carboxylic acid tert-butyl ester C(C)(C)(C)OC(=O)N1CCC(CC1)N1C([C@@H]([C@H](C1)C)O)=O